S(C1=CC=C(C=C1)C=1C(=O)NC(C1)=O)C1=CC=C(C=C1)C=1C(=O)NC(C1)=O (thiodi-p-phenylene)bismaleimide